1-(2,6-Difluorophenyl)-1H-pyrazol-5-amine FC1=C(C(=CC=C1)F)N1N=CC=C1N